C(C)N(CCOC1=CC=C(C=C1)C=1N=NN(C1)CC1=CC=C(C=C1)OC)CC 4-(4-(2-(diethylamino)ethoxy)phenyl)-1-(4-methoxybenzyl)-1H-1,2,3-triazole